CN1[C@@H](CCC1)C1=CC=2C=NC(=CC2N1COCC[Si](C)(C)C)NC(=O)C1=NC=C(C=C1)C=1C=NN(C1)C1OCCCC1 N-{2-[(2S)-1-methylpyrrolidin-2-yl]-1-{[2-(trimethylsilyl)ethoxy]methyl}pyrrolo[3,2-c]pyridin-6-yl}-5-[1-(oxan-2-yl)pyrazol-4-yl]pyridine-2-carboxamide